1-[[2-(6-oxo-2,5-diazaspiro[3.4]octane-2-carbonyl)-2-azaspiro[3.3]heptan-6-yl]methyl]pyrazole-4-carbonitrile O=C1NC2(CN(C2)C(=O)N2CC3(C2)CC(C3)CN3N=CC(=C3)C#N)CC1